NC([C@H](C[C@H]1C(NCC1)=O)NC(=O)[C@@H]1CC2(CC2)CCN1)=O (S)-N-((S)-1-amino-1-oxo-3-((S)-2-oxopyrrolidin-3-yl)propan-2-yl)-6-azaspiro[2.5]octane-5-carboxamide